COC=1C=2N(C=C(C1)C1=CC3=C(N(C(N3)=O)[C@H]3CN(CCC3)CCC)C=C1C(F)(F)F)N=CN2 (R)-5-(8-Methoxy-[1,2,4]triazolo[1,5-a]pyridin-6-yl)-1-(1-propylpiperidin-3-yl)-6-(trifluoromethyl)-1,3-dihydro-2H-benzo[d]imidazol-2-on